C(C)[C@H]1OC2=C(C=C3C=NNC3=C2)CN(C1)C(=O)OCC1=CC=CC=C1 benzyl (R)-8-ethyl-1,5,7,8-tetrahydro-6H-[1,4]oxazepino[6,7-f]indazole-6-carboxylate